ClC1=C(OC=2C=CC(=C(C(=O)OC3=CC(CCC3)=O)C2)[N+](=O)[O-])C=CC(=C1)C(F)(F)F 3-Oxocyclohex-1-en-1-yl 5-(2-chloro-4-(trifluoromethyl) phenoxy)-2-nitrobenzoate